7,7-difluoro-5-phenyl-5,6-dihydropyrrolo[1,2-b][1,2,4]triazole-2-carboxylic acid ethyl ester C(C)OC(=O)C=1N=C2N(N1)C(CC2(F)F)C2=CC=CC=C2